Methyl 4-(4-amino-1-methyl-1H-pyrrole-2-carboxamido)-benzoate hydrochloride Cl.NC=1C=C(N(C1)C)C(=O)NC1=CC=C(C(=O)OC)C=C1